FC=1C=C(C2=C(N=NS2)C1C=1SC=C(C1)CCCCCC)C=1SC=C(C1)CCCCCC 5-fluoro-4,7-bis(4-hexylthiophen-2-yl)benzothiadiazole